C(C)N(C(C(N)=O)=O)C(C)C1=CC=C(C=C1)C(F)(F)F N'-ethyl-N'-[1-[4-(trifluoromethyl)phenyl]ethyl]oxamide